CC1=CN=C(S1)C=1C=C(C(=O)NCC=2N=NC(=CC2)C(F)(F)F)C=C(C1)O[C@H]1COCC1 3-(5-methyl-1,3-thiazol-2-yl)-5-[(3R)-tetrahydro-furan-3-yloxy]-N-{[6-(trifluoromethyl)pyridazin-3-yl]methyl}benzamide